1,3-Benzoxazine-2,4-dione O1C(NC(C2=C1C=CC=C2)=O)=O